3-({[2-carboxy-4-(2H-1,2,3-triazol-4-yl)phenyl]methyl}amino)-3',4'-difluoro-[1,1'-biphenyl]-4-carboxylic acid C(=O)(O)C1=C(C=CC(=C1)C1=NNN=C1)CNC=1C=C(C=CC1C(=O)O)C1=CC(=C(C=C1)F)F